ClC1=CC=C(C=C1)[C@@H](CNCCCOCCC(=O)OC(C)(C)C)C(=O)N1CCN(CC1)C=1C2=C(N=CN1)CC[C@H]2C tert-butyl 3-(3-(((S)-2-(4-chlorophenyl)-3-(4-((R)-5-methyl-6,7-dihydro-5H-cyclopenta[d]pyrimidin-4-yl)piperazin-1-yl)-3-oxopropyl)amino)-propoxy)propanoate